BrC1=CC=CC(=N1)C1=CN=C2N1C=C(C(=C2)OCC)C2CC2 3-(6-bromo-2-pyridyl)-6-cyclopropyl-7-ethoxy-imidazo[1,2-a]pyridine